ClC1=C(C=C(C=C1)C(C(N1C(N=C2C(=C1)C=CO2)=O)NC(C2=CC(=CC=C2)C)=O)=O)F N-[2-(4-chloro-3-fluorophenyl)-2-oxo-1-{2-oxo-2H,3H-furo[2,3-d]pyrimidin-3-yl}ethyl]-3-methylbenzamide